C(C)N(C1=C(C=C(C(=C1)OC)NC1=NC=CC(=N1)C1=CN(C2=CC=CC=C12)C)NC(\C=C\CN1CCCC1)=O)CC (E)-N-(2-(diethylamino)-4-methoxy-5-((4-(1-methyl-1H-indol-3-yl)pyrimidin-2-yl)amino)phenyl)-4-(pyrrolidin-1-yl)but-2-enamide